N1=C(C=CC=C1)N=NC1=C(C=C(O)C=C1)O 4-(2-Pyridylazo)resorcin